2,2-difluoro-2-(5-methoxypyridin-2-yl)acetic acid FC(C(=O)O)(C1=NC=C(C=C1)OC)F